FC=1C=C(C(=O)NC=2C=NC(=CC2)N2CC3=CC=C(C=C3C2)F)C=C(C1O)C=O 3-fluoro-N-(6-(5-fluoroisoindolin-2-yl)pyridin-3-yl)-5-formyl-4-hydroxybenzamide